NCC(CN)C 1,3-diamino-2-methylpropane